1-(1-carbonyl-1,2-dihydroisoquinolin-5-yl)-5-(trifluoromethyl)-N-(2-(trifluoromethyl)pyridin-4-yl)-1H-pyrazole-3-d-4-carboxamide C(=O)=C1NC=CC2=C(C=CC=C12)N1N=C(C(=C1C(F)(F)F)C(=O)NC1=CC(=NC=C1)C(F)(F)F)[2H]